1-(2-ethylimidazo[1,2-b]pyridazin-6-yl)ethan-1-one C(C)C=1N=C2N(N=C(C=C2)C(C)=O)C1